FC=1C(=CC(=NC1)OC)C1=NNC(=C1)C(=O)N1C2(CC2)C[C@H](CC1)C(=O)NCC=1C(=NOC1)C(F)(F)F (S)-4-(3-(5-fluoro-2-methoxypyridin-4-yl)-1H-pyrazole-5-carbonyl)-N-((3-(trifluoromethyl)isoxazol-4-yl)methyl)-4-azaspiro[2.5]octane-7-carboxamide